N-{3-[(2-cyclopropyl-6-fluoro-4-{[(2Z)-imidazolidin-2-ylidene]carbamoyl}phenyl)amino]phenyl}-2-oxabicyclo[2.1.1]hexane-1-carboxamide C1(CC1)C1=C(C(=CC(=C1)C(N=C1NCCN1)=O)F)NC=1C=C(C=CC1)NC(=O)C12OCC(C1)C2